N[C@@H](CCC1=C(SC2=C1C=1N=CC(=NC1C=C2)OC)C(=O)OC)C methyl 9-[(3R)-3-aminobutyl]-3-methoxythieno[3,2-f]quinoxaline-8-carboxylate